ClC1=CC=C(C=C1)C1=NC(=NC(=N1)C=1C=CC2=C(C3=C(O2)C=2C=CC=CC2C=C3)C1)C1=CC=CC=C1 2-(4-chlorophenyl)-4-(naphtho[1,2-b]benzofuran-8-yl)-6-phenyl-1,3,5-triazine